OC1=CC=C(C=C1)N1CCNCC1 N-(4-hydroxyphenyl)piperazine